4-((isoxazol-4-ylmethyl)amino)cyclobut-3-ene-1,2-dione O1N=CC(=C1)CNC1=CC(C1=O)=O